C(CC)CN(C)C propyltrimethyl-amine